2-{4-Amino-1-tert-butyl-1H-pyrazolo[3,4-d]pyrimidin-3-yl}-4-chloro-N-methyl-1H-indole-6-carboxamide NC1=C2C(=NC=N1)N(N=C2C=2NC1=CC(=CC(=C1C2)Cl)C(=O)NC)C(C)(C)C